2-methoxybenzyl-4-methoxycinnamate COC1=C(COC(C=CC2=CC=C(C=C2)OC)=O)C=CC=C1